3-thienylethylacetate S1C=C(C=C1)CCOC(C)=O